FC1(CN(CC1)[C@H]1[C@@H](CCCC1)OC=1C=C2CN(C(C2=CC1)=O)C1C(NC(CC1)=O)=O)F 3-(5-(((1R,2R)-2-(3,3-difluoropyrrolidin-1-yl)cyclohexyl)oxy)-1-oxoisoindolin-2-yl)piperidine-2,6-dione